1-(3-(6-(4-fluorophenyl)-2H-indazol-2-yl)piperidin-1-yl)prop-2-en-1-one FC1=CC=C(C=C1)C=1C=CC2=CN(N=C2C1)C1CN(CCC1)C(C=C)=O